FC=1C=CC=2N(C3=CC=C(C=C3C2C1)F)CCCCP(O)(O)=O [4-(3,6-Difluoro-9H-carbazol-9-yl)butyl]phosphonic acid